tert-Butyl 2-(((S)-3-((tert-butyldiphenylsilyl)oxy)-1-methoxy-1-oxopropan-2-yl)carbamoyl)-2-(hydroxymethyl)pyrrolidine-1-carboxylate [Si](C1=CC=CC=C1)(C1=CC=CC=C1)(C(C)(C)C)OC[C@@H](C(=O)OC)NC(=O)C1(N(CCC1)C(=O)OC(C)(C)C)CO